nonyl nonanate C(CCCCCCCC)(=O)OCCCCCCCCC